[Si](C)(C)(C(C)(C)C)OC1=C(C=C2C3=C(C(OC2=C1)=O)C=C(C=C3)O[Si](C)(C)C(C)(C)C)C 3,8-bis((tert-butyldimethylsilyl)oxy)-2-methyl-6H-benzo[c]chromen-6-one